C(C=C)(=O)N1[C@H](CN(CC1)C1=C(C(=NC=2CN(CCC12)C1=CC=CC2=CC=CC(=C12)Cl)OC[C@H]1N(CCC1)C)C#N)CC#N 4-((S)-4-acryloyl-3-(cyanomethyl)piperazin-1-yl)-7-(8-chloronaphthalen-1-yl)-2-(((S)-1-methylpyrrolidin-2-yl)methoxy)-5,6,7,8-tetrahydro-1,7-naphthyridine-3-carbonitrile